Cl.CO[C@H]1CNCC1 (R)-3-methoxy-pyrrolidine hydrochloride